OCCN1N=CC(=C1)NC1CCC2(CCN(C2)C(=O)C2=CN=C3C=CC(=CN23)C(F)(F)F)CC1 {(5s,8s)-8-[1-(2-hydroxyethyl)-4-pyrazolylamino]-2-aza-2-spiro[4.5]decyl}[5-(trifluoromethyl)-1,3a-diaza-3-indenyl]methanone